BrCC1=CC(=NN1C)C 5-bromomethyl-1,3-dimethyl-1H-pyrazole